ethyl (Z)-2-fluoro-3-(3-methylpyridin-2-yl)acrylate F\C(\C(=O)OCC)=C/C1=NC=CC=C1C